C1(CC1)C1=NN(C=C1C(=O)N1CCC(CC1)(O)CN1C=NC2=CC(=CC=C2C1=O)NC(CCN(C)C)=O)CCNC(OC(C)(C)C)=O tert-butyl (2-(3-cyclopropyl-4-(4-((7-(3-(dimethylamino)propanamido)-4-oxoquinazolin-3(4H)-yl)methyl)-4-hydroxy piperidine-1-carbonyl)-1H-pyrazol-1-yl)ethyl)carbamate